COC(C1=CC(=C(C=C1)OC)COC1=CC(=CC=C1)CN1N=CC=2C1=NC(=NC2N)Cl)=O 3-((3-((4-amino-6-chloro-pyrazolo[3,4-d]pyrimidin-1-yl)methyl)phenoxy)methyl)-4-methoxy-benzoic acid methyl ester